CN(C(C)CC)C1OC2=C(O1)C=CC=C2 N-methyl-1,3-benzodioxolyl-sec-butylamine